C(C1=CC=CC=C1)C1N(CCC(C1)C(OC)OC)C(=O)OC(C)N1CCN(CC1)C1=NC(=NC(=C1)C1=CC=C(C=C1)Cl)C=1C=NN(C1)C (4-(6-(4-chlorophenyl)-2-(1-methyl-1H-pyrazol-4-yl)pyrimidin-4-yl)piperazin-1-yl)ethan-1-ol benzyl-4-(dimethoxymethyl)piperidine-1-carboxylate